di-tert-butyl ((((2-amino-4-ethylpyridine-3,5-diyl)bis(4,1-phenylene))bis(oxy))bis(ethane-2,1-diyl))dicarbamate NC1=NC=C(C(=C1C1=CC=C(C=C1)OCCNC(OC(C)(C)C)=O)CC)C1=CC=C(C=C1)OCCNC(OC(C)(C)C)=O